NC1=NC=CC(=N1)CC1=C(C=C2[C@](NC(NC2=C1F)=O)(C(F)(F)F)C#CC1CC1)F (S)-7-((2-aminopyrimidin-4-yl)methyl)-4-(cyclopropylethynyl)-6,8-difluoro-4-(trifluoromethyl)-3,4-dihydroquinazolin-2(1H)-one